(1-(1-(tert-butoxycarbonyl)piperidin-4-yl)-3-methyl-1H-pyrazol-4-yl)boronic acid C(C)(C)(C)OC(=O)N1CCC(CC1)N1N=C(C(=C1)B(O)O)C